C(C1=CC=CC=C1)N1CCC2(C(C(NC2=O)=O)C2=CC=CC=C2)CC1 8-benzyl-4-phenyl-2,8-diazaspiro[4.5]decane-1,3-dione